FC(S(=O)(=O)[O-])(F)F.C1(=CC=CC=C1)[S+](C(F)(F)F)C1=CC=CC=C1 diphenyl-(trifluoromethyl)-sulfonium trifluoromethanesulfonate